7-((4-(6-methylcarbamoyl-2-methylpyridin-3-yl)piperazin-1-yl)methyl)-2-methyl-1,2,3,5-tetrahydro-4H-pyrrolo[3,4-c]quinolin-4-one CNC(=O)C1=CC=C(C(=N1)C)N1CCN(CC1)CC=1C=CC=2C3=C(C(NC2C1)=O)CN(C3)C